C(C)(C)(C)OC(=O)NCC(C[C@H]1N(C(OC1)(C)C)C(=O)OC(C)(C)C)CO[Si](C1=CC=CC=C1)(C1=CC=CC=C1)C(C)(C)C tert-butyl (4R)-4-(3-((tert-butoxycarbonyl)amino)-2-(((tert-butyldiphenylsilyl)oxy)methyl)propyl)-2,2-dimethyloxazolidine-3-carboxylate